Rhodium(I) diphenylphosphine C1(=CC=CC=C1)PC1=CC=CC=C1.[Rh+]